COC(=O)N1CC(C1)C1=NC(=NO1)C1=CC(=C(C(=C1)F)C)NC(=O)C1=CN=C2N1C=C(C=C2)C(N)=O 3-(3-(3-(6-carbamoyl-imidazo[1,2-a]pyridine-3-carboxamido)-5-fluoro-4-methylphenyl)-1,2,4-oxadiazol-5-yl)azetidine-1-carboxylic acid methyl ester